Cl.N[C@H](C(=O)OC)CC(C(=O)N(CCC1=CC=CC=C1)C)C methyl (2S)-2-amino-4-methyl-5-(methyl(phenethyl)amino)-5-oxopentanoate hydrochloride